CN1COC=NC1=N[N+](=O)[O-] 3-methyl-4-nitroimino-1,3,5-oxadiazine